(9aR)-8-(2-(5-cyanopyridin-2-yl)propyl)-9-oxooctahydro-2H-pyrazino[1,2-a]pyrazine-2-carbonitrile C(#N)C=1C=CC(=NC1)C(CN1C([C@@H]2N(CCN(C2)C#N)CC1)=O)C